Cl.CC(C(=O)O)(CCCC)C dimethylhexanoic Acid Hydrochloride